N[C@H]1[C@@H](CCC1)C1=C(C2=NC(=CC(=C2S1)NCC=1SC=CC1)Cl)Cl 2-((1r,2r)-2-aminocyclopentyl)-3,5-dichloro-N-(thiophen-2-ylmethyl)thieno[3,2-b]pyridin-7-amine